1-[3-(dimethylamino)-1,2,4-thiadiazol-5-yl]-6-fluoro-7-{3-[(5-methoxypyridin-2-yl)carbamoyl]azetidin-1-yl}-4-oxo-1,4-dihydro-1,8-naphthyridine-3-carboxylic acid CN(C1=NSC(=N1)N1C=C(C(C2=CC(=C(N=C12)N1CC(C1)C(NC1=NC=C(C=C1)OC)=O)F)=O)C(=O)O)C